CC=1C(=CC=2OCC[C@@H]3N(C2N1)CCNC3)C (S)-2,3-dimethyl-6,7,7a,8,10,11-hexahydro-9H-pyrazino[1,2-d]pyrido[3,2-b][1,4]oxazepin